O[C@]1(CC[C@H]2[C@@H]3CCC=4C=C(C=CC4[C@H]3CC[C@]12C)OC)CCN(C(OC(C)(C)C)=O)C1CCNCC1 tert-butyl (2-((8R,9S,13S,14S,17R)-17-hydroxy-3-methoxy-13-methyl-7,8,9,11,12,13,14,15,16,17-decahydro-6H-cyclopenta[a]phenanthren-17-yl)ethyl)(piperidin-4-yl)carbamate